Cl.CO[Si](CCCNCCNCC1=CC=C(C=C1)C=C)(OC)OC N-[3-(Trimethoxysilyl)propyl]-N'-(4-vinylbenzyl)ethylenediamine hydrochloride